C(CC)NC1CCOCC1 N-propyl-oxan-4-amine